methyl trans-3-(4-(5-fluoro-6-methylpyridin-2-yl)-3-formyl-1H-pyrazol-1-yl)cyclobutane-1-carboxylate FC=1C=CC(=NC1C)C=1C(=NN(C1)[C@@H]1C[C@H](C1)C(=O)OC)C=O